FC1=C(C=CC(=C1C)C(NC1=NN(C=C1)C)=O)C1=NN2C(NC3=C(CC2)C=CC=C3)=C1C(=O)N 2-(2-fluoro-3-methyl-4-((1-methyl-1H-pyrazol-3-yl)carbamoyl)phenyl)-9,10-dihydro-4H-benzo[d]pyrazolo[1,5-a][1,3]diazepine-3-carboxamide